C(C)(=O)[O-].C(CCCCCCCCC)[N+]1(CCCC1)CC 1-decyl-1-ethylpyrrolidinium acetate